C(C)(C)(C)OC(C(CC)OCCCC\C=C/C\C=C/C\C=C/C\C=C/C\C=C/CC)=O.C(CCCCCCC\C=C/CCCCCCCC)OCC(CN(C)C)OCCCCCCCC\C=C/CCCCCCCC 1,2-Dioleyloxy-3-dimethylaminopropane tert-butyl-2-((5Z,8Z,11Z,14Z,17Z)-icosa-5,8,11,14,17-pentaen-1-yloxy)butanoate